2,5-Dibenzylbenzene-1,3-diol C(C1=CC=CC=C1)C1=C(C=C(C=C1O)CC1=CC=CC=C1)O